bis(1-hydroxymethoxy)-1,1'-binaphthyl OCOC=1C(=C(C2=CC=CC=C2C1)C1=CC=CC2=CC=CC=C12)OCO